2-(FURAN-2-YL)PROPANOIC ACID O1C(=CC=C1)C(C(=O)O)C